(4,2)-thiazole C=1N=CSC1